3-(sec-butyl)-4-(4-hydroxy-6-oxo-1,6-dihydropyrimidin-2-yl)-1,3,4,5-tetrahydro-2H-benzo[e][1,4]diazepin-2-one C(C)(CC)C1N(CC2=C(NC1=O)C=CC=C2)C=2NC(C=C(N2)O)=O